1-[2-oxo-2-(2-pyridyl)ethyl]iodopyridine O=C(CN1C(C=CC=C1)I)C1=NC=CC=C1